(2R,3S)-2-(3-(7-(4-fluorophenyl)-1H-benzo[d]imidazol-1-yl)propyl)piperidin-3-ol dihydrochloride Cl.Cl.FC1=CC=C(C=C1)C1=CC=CC2=C1N(C=N2)CCC[C@H]2NCCC[C@@H]2O